(S)-2-((benzyloxy)methyl)-6,6-difluoro-4-tosyl-1,4-oxazepane C(C1=CC=CC=C1)OC[C@H]1OCC(CN(C1)S(=O)(=O)C1=CC=C(C)C=C1)(F)F